The molecule is azobenzene substituted at C-2 of each phenyl group by a sulfo group. It is a member of azobenzenes and an arenesulfonic acid. It is a conjugate acid of a 2,2'-disulfonatoazobenzene. C1=CC=C(C(=C1)N=NC2=CC=CC=C2S(=O)(=O)O)S(=O)(=O)O